3-[difluoro(methoxy)methyl]-6-[6-[(1S)-1-(difluoromethyl)propoxy]-3-pyridyl]-[1,2,4]triazolo[4,3-a]pyrazin FC(C1=NN=C2N1C=C(N=C2)C=2C=NC(=CC2)O[C@@H](CC)C(F)F)(OC)F